C(C1=CC=CC=C1)N1[C@H]2[C@H](OCC1)CN(C2)C(=O)OC(C)(C)C (trans)-tert-butyl 4-benzylhexahydropyrrolo[3,4-b][1,4]oxazine-6(2H)-carboxylate